C(C)(C)(C)OC(NCCC=C)=O but-3-en-1-ylCarbamic acid tert-butyl ester